1-methyl-3-nitro-1H-pyrazolo[4,3-b]Pyridine CN1N=C(C2=NC=CC=C21)[N+](=O)[O-]